10,13,16-trioxa-6,20-diaza-pentacosane-1-oic acid C(CCCCNCCCOCCOCCOCCCNCCCCC)(=O)O